C(C)(=O)O[C@@H]1[C@@H]([C@@H](O[C@H]([C@H]1OC(C)=O)OC1=CC=C(C=C1)CBr)C)CC(=O)[O-] [(2S,3R,4R,5S,6S)-4,5-diacetoxy-6-[4-(bromomethyl)phenoxy]-2-methyl-tetrahydropyran-3-yl]acetate